C(C)CO[Si](OC)(OC)CCCN.[NH4+] ammonium ethyl-aminopropyltrimethoxysilane